S[SiH2]CCC(OCC)CCC mercapto-3-propyl-3-ethoxypropyl-silane